O1CCN(CC1)C1=CC(=NC=2N1N=C(C2)C(=O)O)N2N=C(C=C2)C2=CC=CC=C2 7-morpholino-5-(3-phenyl-1H-pyrazol-1-yl)pyrazolo[1,5-a]pyrimidine-2-carboxylic acid